C(C)OC(=O)C1(NC2=CC(=CC=C2C1)Cl)CCNC(=O)OC(C)(C)C 2-(((tert-butoxycarbonyl)amino)ethyl)-6-chloro-1H-indole-2-carboxylic acid ethyl ester